N-(2-ethylsulfonylamino-5-trifluoromethyl-3-pyridinyl)cyclohexanecarboxamide C(C)S(=O)(=O)NC1=NC=C(C=C1NC(=O)C1CCCCC1)C(F)(F)F